7-Amino-8-(7-fluoro-1H-indazol-4-yl)-2,3-dimethyl-5H-pyrido[2,3-b]pyrazin-6-one NC1=C(C=2C(=NC(=C(N2)C)C)NC1=O)C1=C2C=NNC2=C(C=C1)F